O=C1NC(CC[C@@H]1N1C(C2=CC=CC(=C2C1=O)N1CCN(CC1)CCCN1CCC(CC1)NC1=C2N=CN(C2=NC=N1)C1CC(C1)NC(C1=NC(=CC=C1)C)=O)=O)=O N-((1s,3s)-3-(6-((1-(3-(4-(2-(2,6-dioxopiperidin-3-yl)-1,3-dioxoisoindolin-4-yl)piperazin-1-yl)propyl)piperidin-4-yl)amino)-9H-purin-9-yl)cyclobutyl)-6-methylpicolinamide